BrC1=NC=CC=C1I 2-bromo-3-iodo-pyridine